tetravinylcyclotetrasiloxane C=C[Si]1(O[Si]O[Si]O[Si](O1)(C=C)C=C)C=C